2-amino-N-((1r,4S)-4-hydroxycyclohexyl)-5-(4-((1S,SR)-3-(oxetan-3-yl)-3-azabicyclo[3.1.0]hexan-1-yl)phenyl)nicotinamide NC1=C(C(=O)NC2CCC(CC2)O)C=C(C=N1)C1=CC=C(C=C1)[C@]12CN(C[C@H]2C1)C1COC1 |&1:27|